[Na].[N+](=O)([O-])C1=CC=C(C=C1)C1=CC=C(O1)C=NN1C(NC(C1)=O)=O 1-[[[5-(4-nitrophenyl)-2-furanyl]methylene]amino]-2,4-imidazolidinedione sodium salt